tert-butyl 4-(3-(1,3-dimethylpyrrolo[1,2-a]pyrazin-7-yl) benzo[e][1,2,4]triazin-7-yl)-3,6-dihydropyridine-1(2H)-carboxylate CC=1C=2N(C=C(N1)C)C=C(C2)C=2N=NC1=C(N2)C=CC(=C1)C=1CCN(CC1)C(=O)OC(C)(C)C